Pyridin-3-yl-ethynylcyclopentanol N1=CC(=CC=C1)C1C(CCC1)(O)C#C